Cl.C(C)[C@]1(N[C@@](CC1)(C(=O)O)CC)C(=O)O 2,5-diethyl-(2R,5S)-pyrrolidine-2,5-dicarboxylate hydrochloride